8,8-dimethyl-2-(naphthalene-2-carbonyl)-7-oxo-2-azaspiro[3.5]non-5-ene-6-carbonitrile CC1(C(C(=CC2(CN(C2)C(=O)C2=CC3=CC=CC=C3C=C2)C1)C#N)=O)C